(S)-5-Chloro-N-(1-(5-chlorobenzo[d]thiazol-2-yl)ethyl)-3-isopropyl-pyrazolo[1,5-a]pyrimidin-7-amine ClC1=NC=2N(C(=C1)N[C@@H](C)C=1SC3=C(N1)C=C(C=C3)Cl)N=CC2C(C)C